3-propyldioxytitanium bis(ethylacetoacetate) C(C)CC(CC(=O)[O-])=O.C(C)CC(CC(=O)[O-])=O.CCCOO[Ti+2]